CNCCCNC N1,N3-dimethylpropane-1,3-diamine